FC1=C(C=CC(=C1)[C@H]1[C@H](C(OC2=CC(=CC=C12)O)(C)C)C1=CC=CC=C1)N1CCC(CC1)CN1CCN(CC1)C=1C=C2CN(C(C2=CC1)=O)[C@@H]1C(NC(CC1)=O)=O (S)-3-(5-(4-((1-(2-fluoro-4-((3S,4R)-7-hydroxy-2,2-dimethyl-3-phenylchroman-4-yl)phenyl)piperidin-4-yl)methyl)piperazin-1-yl)-1-oxoisoindolin-2-yl)piperidine-2,6-dione